[Na].FC(F)F.FC(F)F bis(trifluoromethane) sodium